10-undecenyl-phosphonic acid C(CCCCCCCCC=C)P(O)(O)=O